1-octanethiol gold [Au].C(CCCCCCC)S